CC(C(C)O)C(CC(C)C)O 3,6-dimethyl-2,4-heptanediol